C(C)N(C(=O)N)C1=CC=CC=C1 N-ethyl-N-phenyl-urea